FC1=CC(=CC2=C1N=C(S2)OC2CCNCC2)C2=CC1=CN(N=C1C(=C2)C#N)C 5-{4-fluoro-2-[(piperidin-4-yl)oxy]-1,3-benzothiazol-6-yl}-2-methyl-2H-indazole-7-carbonitrile